[6-(3-cyclopropyl-1,2,4-triazol-1-yl)-2-azaspiro[3.3]heptan-2-yl]-[2-(1,1-diketothietan-3-yl)sulfonyl-2,6-diazaspiro[3.3]heptan-6-yl]methanone C1(CC1)C1=NN(C=N1)C1CC2(CN(C2)C(=O)N2CC3(CN(C3)S(=O)(=O)C3CS(C3)(=O)=O)C2)C1